C(C)(C)C1=C(C=C(C=C1)C1=NC2=CC=CC=C2N=C1)O 2-Isopropyl-5-(quinoxalin-2-yl)phenol